ONC(=O)C1=NN(C=N1)CCOCCO N-Hydroxy-1-(2-(2-hydroxyethoxy)ethyl)-1H-1,2,4-triazole-3-carboxamide